3-(4-(4-(1,3-dioxolan-2-yl)piperidin-1-yl)phenyl)piperidine-2,6-dione O1C(OCC1)C1CCN(CC1)C1=CC=C(C=C1)C1C(NC(CC1)=O)=O